C(C)(C)(C)C1N2C(C3=CC(=C(C=C3C1)C1=CN=C(S1)C)OC)=CC(C(=C2)C(=O)O)=O 6-tert-butyl-10-methoxy-9-(2-methylthiazol-5-yl)-2-oxo-6,7-dihydro-2H-pyrido[2,1-a]isoquinoline-3-carboxylic acid